C1=CC=CC=2C3=CC=CC=C3C(C12)COC(=O)N1[C@@H](CCC1)C(=O)O N-(9-fluorenylmethyloxycarbonyl)-L-proline